C[C@@H](C(C)=O)CC |r| (±)-3-methylpentan-2-one